3-methylcyclopentan-1,3-diene-1-carboxylic acid CC=1C=C(CC1)C(=O)O